5-ureido-oxazole-4-carboxylic acid ethyl ester C(C)OC(=O)C=1N=COC1NC(=O)N